2-(quinolin-5-yl)-N-undecylacetamide N1=CC=CC2=C(C=CC=C12)CC(=O)NCCCCCCCCCCC